5-(trifluoromethyl)quinoline-2,4(1H,3H)-dione FC(C1=C2C(CC(NC2=CC=C1)=O)=O)(F)F